C(C)C(C)N Ethylethanamine